N1=CN=C2N=CNC2=C1SC=CC(=O)O 3-(7H-purin-6-ylthio)acrylic acid